Methyl 5-((2-bromothiazol-4-yl)methoxy)-2-hydroxybenzoate BrC=1SC=C(N1)COC=1C=CC(=C(C(=O)OC)C1)O